NCC1=CN=C(S1)C1=C(C=C(C#N)C=C1)OC=1N(N=C(C1)C1CC1)C 4-[5-(aminomethyl)-1,3-thiazol-2-yl]-3-(5-cyclopropyl-2-methylpyrazol-3-yl)oxybenzonitrile